Cl.C(C)=O ethanone hydrochloride salt